tert-butyl N-[(1R,3S)-3-[(4-bromo-5-chloro-2-pyridyl)carbamoyl]cyclohexyl]carbamate BrC1=CC(=NC=C1Cl)NC(=O)[C@@H]1C[C@@H](CCC1)NC(OC(C)(C)C)=O